4-(4-amino-2-{2-chloro-4-[(2-fluoroacrylamido)]phenyl}-7-(3-hydroxy-3-methylbut-1-ynyl)-1-methylpyrrolo[3,2-c]pyridin-3-yl)-2-methoxy-N-(2,2,2-trifluoroethyl)benzamide NC1=NC=C(C2=C1C(=C(N2C)C2=C(C=C(C=C2)NC(C(=C)F)=O)Cl)C2=CC(=C(C(=O)NCC(F)(F)F)C=C2)OC)C#CC(C)(C)O